BrC=1C=C(C=C(C1)S(F)(F)(F)(F)F)[C@H]1C([C@H]1C(=O)NC=1C=CC(=C(C(=O)NCC(F)(F)F)C1)Cl)(Cl)Cl cis-5-(3-(3-Bromo-5-(pentafluoro-λ6-sulfanyl)phenyl)-2,2-dichlorocyclopropane-1-carboxamido)-2-chloro-N-(2,2,2-trifluoroethyl)benzamide